NCC=1C=C2CN(C(C2=C(C1)F)=O)C1C(NC(CC1)=O)=O 3-(5-(Aminomethyl)-7-fluoro-1-oxoisoindolin-2-yl)piperidine-2,6-dione